C(CCCC(=O)O)(=O)O.C(C1=CC=CC=C1)N benzylamine glutaric acid salt